N,N-di(hexadecyl)methylammonium [tetrakis(heptafluoronaphthalenyl)borate] FC=1C(=C(C(=C2C(=C(C(=C(C12)[B-](C1=C(C(=C(C2=C(C(=C(C(=C12)F)F)F)F)F)F)F)(C1=C(C(=C(C2=C(C(=C(C(=C12)F)F)F)F)F)F)F)C1=C(C(=C(C2=C(C(=C(C(=C12)F)F)F)F)F)F)F)F)F)F)F)F)F.C(CCCCCCCCCCCCCCC)[NH+](CCCCCCCCCCCCCCCC)C